2-(4-(6-bromopyridin-3-yl)-2-fluorophenyl)-3,5,7,8-tetrahydro-4H-thiopyrano[4,3-d]pyrimidin-4-one BrC1=CC=C(C=N1)C1=CC(=C(C=C1)C=1NC(C2=C(N1)CCSC2)=O)F